N(=O)C=1C=CC=C(C(=O)[O-])C1 5-nitrosobenzoate